CC=1C(=NC=C(N1)C1CCN(CC1)CCCOC1=C(C=C2C(=CC=NC2=C1)NC=1C=CC2=C(N=CS2)C1)S(=O)(=O)C(C)(C)C)C(=O)O.C(C)(C)C1=CC=C(C=C1)S 4-isopropylbenzenethiol methyl-5-(1-(3-((4-(benzo[d]thiazol-5-ylamino)-6-(tert-butylsulfonyl)quinolin-7-yl)oxy)propyl)piperidin-4-yl)pyrazine-2-carboxylate